Cl.ClC1=C(OC(C)C=2NCCN2)C(=CC=C1)Cl 2-(1-(2,6-dichlorophenoxy)ethyl)-4,5-dihydro-1H-imidazole monohydrochloride